ClCCC(=O)C1=CC=CC=C1 3-chloropropiophenone